benzyl-2,3-dibromo-5-fluoroaniline C(C1=CC=CC=C1)NC1=C(C(=CC(=C1)F)Br)Br